ClC1=CC=C(C=C1)C1=NN2C(SC1)=NN=C2SCC(=O)C2=CC=C(C=C2)F (6-(4-Chlorophenyl)-7H-[1,2,4]triazolo[3,4-b][1,3,4]thiadiazine-3-yl)thio-1-(4-fluorophenyl)ethanone